N1=CC=CC=2C3CCC(C12)C3 5,6,7,8-tetrahydro-5,8-methanoquinoline